potassium oxalate salt C(C(=O)[O-])(=O)[O-].[K+].[K+]